ClC=1C=CN=C2C(=C(C=NC12)C(=O)OCC)N(C)C Ethyl 8-chloro-4-(dimethylamino)-1,5-naphthyridine-3-carboxylate